(chloromethylsilyl)(isopropylaminomethylsilyl)trimethylsilylamine ClC[SiH2]N([Si](C)(C)C)[SiH2]CNC(C)C